bis-(γ-trimethylsilylpropyl)amine C[Si](CCCNCCC[Si](C)(C)C)(C)C